ClC=1C(=C(C=CC1F)[C@@H](NC(=O)N1[C@@H](C(NCC1)=O)C)C1C[C@H]2C([C@H]2C1)(F)F)F (R)-N-((S)-(3-chloro-2,4-difluorophenyl)((1R,3S,5S)-6,6-difluorobicyclo[3.1.0]hexane-3-yl)methyl)-2-methyl-3-oxopiperazine-1-carboxamide